N-((3S,4S)-1-(5-(3-cyano-6-methoxypyrazolo[1,5-a]pyridin-4-yl)pyridin-2-yl)-3-hydroxypiperidin-4-yl)-1-(trifluoromethyl)cyclopropane-1-carboxamide C(#N)C=1C=NN2C1C(=CC(=C2)OC)C=2C=CC(=NC2)N2C[C@@H]([C@H](CC2)NC(=O)C2(CC2)C(F)(F)F)O